5-Butyloxyphenol C(CCC)OC=1C=CC=C(C1)O